C(#N)C=1C=C(C=CC1)C1=CC(=NC=N1)N1C([C@@H]2N(CCN(C2)C#N)CC1)=O (R)-8-(6-(3-cyanophenyl)pyrimidin-4-yl)-9-oxooctahydro-2H-pyrazino[1,2-a]pyrazine-2-carbonitrile